(2-(4-amino-5-fluoropyrimidin-2-yl)octahydrocyclopenta[c]pyrrol-5-yl)(5-phenyl-4,5-dihydro-1H-pyrazol-1-yl)methanone NC1=NC(=NC=C1F)N1CC2C(C1)CC(C2)C(=O)N2N=CCC2C2=CC=CC=C2